ClC1=C(C=C(C(=C1)F)OC)B(O)O (2-chloro-4-fluoro-5-methoxy-phenyl)boronic acid